N-(2-(3,5-dimethyl-1-octanoylindolin-3-yl)ethyl)-N-methylacetamide CC1(CN(C2=CC=C(C=C12)C)C(CCCCCCC)=O)CCN(C(C)=O)C